N-butan-2-yl-2-[1-[(4-methylphenyl)methyl]-5-oxopyrrolidin-2-yl]acetamide CC(CC)NC(CC1N(C(CC1)=O)CC1=CC=C(C=C1)C)=O